OC1CC(NCC1)C(=O)NCC1=CC=C(C=C1)C1=C2C(=CC=NC2=CC=C1)OC 4-hydroxy-N-(4-(4-methoxyquinoline-5-yl)benzyl)piperidine-2-carboxamide